N-((3S)-4-chloro-2,3-dihydro-1-benzofuran-3-yl)-1-(((3S)-1-((3-cyano-1-azetidinyl)sulfonyl)-3-piperidinyl)carbonyl)-D-prolinamide ClC1=CC=CC2=C1[C@@H](CO2)NC([C@@H]2N(CCC2)C(=O)[C@@H]2CN(CCC2)S(=O)(=O)N2CC(C2)C#N)=O